6-(6-(4-(3-fluoroazetidine-3-carbonyl)piperazin-1-yl)-4-methylpyridin-3-yl)-4-methoxypyrazolo[1,5-a]pyridine-3-carbonitrile FC1(CNC1)C(=O)N1CCN(CC1)C1=CC(=C(C=N1)C=1C=C(C=2N(C1)N=CC2C#N)OC)C